COC(=O)C1=C(C2=CC=C(C(=C2C=C1)Cl)C(=O)OC)Cl 1,5-dichloro-2,6-naphthalenedicarboxylic acid dimethyl ester